N-ethyl-2-(((cis-4-phenylcyclohexyl)oxy)methyl)-piperidine-1-carboxamide C(C)NC(=O)N1C(CCCC1)CO[C@@H]1CC[C@@H](CC1)C1=CC=CC=C1